O=C[C@H](O)CO |r| racemic-glyceraldehyde